Sodium metabisulphite S(=O)(=O)([O-])S(=O)[O-].[Na+].[Na+]